bromoethane triphenyl-phosphonium salt C1(=CC=CC=C1)[PH+](C1=CC=CC=C1)C1=CC=CC=C1.BrCC